2-methyl-3-furanethiol CC=1OC=CC1S